Cl\C(\C(F)(F)F)=C\C(F)(F)F E-2-chloro-1,1,1,4,4,4-hexafluorobut-2-ene